4-HYDROXY-1-METHYL-7-PHENOXYISOQUINOLINE OC1=CN=C(C2=CC(=CC=C12)OC1=CC=CC=C1)C